ClC1=CC(=NC(=C1)N1[C@@H](CNCC1)C)C1=C2C(=NC=C1)NC(C2(C)C)=O 4-[4-chloro-6-[(2R)-2-methylpiperazin-1-yl]-2-pyridyl]-3,3-dimethyl-1H-pyrrolo[2,3-b]pyridin-2-one